amino-5-pyridineamide format C(=O)O.NC1=NC=C(C=C1)C(=O)N